para-(hydroxyphenyl)piperazine-1-carboxylic acid tert-butyl ester C(C)(C)(C)OC(=O)N1CCN(CC1)C1=C(C=CC=C1)O